2-(4-((5-Cyclopropyl-3-(3,5-dichloropyridin-4-yl)isoxazol-4-yl)methoxy)bicyclo[2.2.2]octan-1-yl)-6-fluorobenzo[d]thiazol C1(CC1)C1=C(C(=NO1)C1=C(C=NC=C1Cl)Cl)COC12CCC(CC1)(CC2)C=2SC1=C(N2)C=CC(=C1)F